4-octyl-9-(diethylamino)-5-oxo-5H-pyrido[3,2-a]phenoxazin-4-ium iodide [I-].C(CCCCCCC)[N+]1=CC=CC2=C1C(C=C1OC3=CC(=CC=C3N=C21)N(CC)CC)=O